(2R)-3-[2-(4-bromophenyl)-2,6-diazaspiro[3.3]heptan-6-yl]-2-hydroxy-propoxyl-2-cyano-benzoate BrC1=CC=C(C=C1)N1CC2(C1)CN(C2)C[C@H](COC=2C(=C(C(=O)[O-])C=CC2)C#N)O